4-(4-Fluoro-2-methylphenyl)-5-[4-[(3S)-1-(3-fluoropropyl)pyrrolidin-3-yl]oxyphenyl]-1,1-dioxo-2,3-dihydro-1λ6-benzothiepin-8-ol FC1=CC(=C(C=C1)C=1CCS(C2=C(C1C1=CC=C(C=C1)O[C@@H]1CN(CC1)CCCF)C=CC(=C2)O)(=O)=O)C